3-((3-(2,5-dichloro-4-ethoxyphenyl)allyl)sulfonyl)-5,5-dimethyl-4,5-dihydroisoxazole ClC1=C(C=C(C(=C1)OCC)Cl)C=CCS(=O)(=O)C1=NOC(C1)(C)C